5-(4-(tert-Butoxycarbonyl)piperazin-1-yl)-3-isopropyl-1H-pyrrolo[2,3-c]pyridine-1-carboxylic acid tert-butyl ester C(C)(C)(C)OC(=O)N1C=C(C=2C1=CN=C(C2)N2CCN(CC2)C(=O)OC(C)(C)C)C(C)C